COC1=CC=C(COC2=CC=C(C=C2)C2=C(N(C=3N(C2=O)N=C(C3)C3=CC=CC=C3)C)C)C=C1 6-(4-((4-methoxybenzyl)oxy)phenyl)-4,5-dimethyl-2-phenylpyrazolo[1,5-a]pyrimidin-7(4H)-one